C(C1=CC=CC=C1)[C@@H](C(NCCNC(=O)[C@@H]1[C@H](N(C(C1)=O)C)C=1C=NC=CC1)=O)NC([C@@H](NC(CCCCCCCNC(CC[C@H](NC(N[C@@H](CCC(=O)O)C(=O)O)=O)C(=O)O)=O)=O)CC1=CC=CC=C1)=O (7S,10S,24S,28S)-7,10-Dibenzyl-1-((2S,3S)-1-methyl-5-oxo-2-(pyridin-3-yl)pyrrolidin-3-yl)-1,6,9,12,21,26-hexaoxo-2,5,8,11,20,25,27-heptaazatriacontane-24,28,30-tricarboxylic acid